tert-butyl (2R,6S)-4-(2-methoxy-8-{[2-methyl-7-(pyridazin-4-yloxy)indazol-5-yl]carbamoyl}quinazolin-5-yl)-2,6-dimethylpiperazine-1-carboxylate COC1=NC2=C(C=CC(=C2C=N1)N1C[C@H](N([C@H](C1)C)C(=O)OC(C)(C)C)C)C(NC1=CC2=CN(N=C2C(=C1)OC1=CN=NC=C1)C)=O